FC1=CC=C2C(=C(NC2=C1)C1=CC=CC=C1)CCC(=O)N[C@@H]1C(NC[C@H]1O)=O 3-(6-Fluoro-2-phenyl-1H-indol-3-yl)-N-[(3S,4R)-4-hydroxy-2-oxo-pyrrolidin-3-yl]propionamide